C(CCCCC)C=1C(=C(C=CC1)OC(NC1=CC=CC=C1)=O)CCCCCC N-phenyl-carbamic acid (dihexylphenyl) ester